C12(CC3CC(CC(C1)C3)C2)C2=CC=C(OCC(CN3CCN(CC3)CC3=CC1=C(OCO1)C=C3)O)C=C2 1-[4-(adamantan-1-yl)phenoxy]-3-[4-(2H-1,3-benzodioxol-5-ylmethyl)piperazin-1-yl]propan-2-ol